4-(5-(2,6-dimethylphenoxy)-1-(oxetan-3-yl)-2-oxo-1,2-dihydropyridin-4-yl)-2-(1-isopropyl-3-methyl-1H-pyrazol-4-yl)-6-methyl-1,6-dihydro-7H-pyrrolo[2,3-c]pyridin-7-one CC1=C(OC=2C(=CC(N(C2)C2COC2)=O)C=2C3=C(C(N(C2)C)=O)NC(=C3)C=3C(=NN(C3)C(C)C)C)C(=CC=C1)C